(R)-1-(8-fluoro-7-(7-fluoro-3-hydroxynaphthalen-1-yl)-2-(((S)-1-methylpyrrolidin-2-yl)methoxy)-5-(propynyl)pyrido[4,3-d]pyrimidin-4-yl)-3-methylpiperidin-3-ol FC1=C(N=C(C2=C1N=C(N=C2N2C[C@@](CCC2)(O)C)OC[C@H]2N(CCC2)C)C#CC)C2=CC(=CC1=CC=C(C=C21)F)O